N-ethyl-5-fluoro-2-{1-methyl-6-[(3R)-1-{[(1r,4r)-4-amino-1-hydroxycyclohexyl]methyl}pyrrolidin-3-yl]-1H-indazol-4-yl}-N-(isopropyl)benzamide C(C)N(C(C1=C(C=CC(=C1)F)C1=C2C=NN(C2=CC(=C1)[C@@H]1CN(CC1)CC1(CCC(CC1)N)O)C)=O)C(C)C